FC=1C=C(C=CC1N1CCSCCC1)N1C(O[C@H](C1)CNC(C(C)(C)C)=O)=O (S)-N-[[3-(3-fluoro-4-(1,4-thiazepan-4-yl)phenyl)-2-oxo-oxazolidin-5-yl]methyl]trimethylacetamide